3-(1-oxo-4-{[(1r,4r)-4-[(3,3,3-trifluoropropyl)amino]cyclohexyl](5,5,5-trifluoropentyl)amino}-3H-isoindol-2-yl)piperidine-2,6-dione O=C1N(CC2=C(C=CC=C12)N(CCCCC(F)(F)F)C1CCC(CC1)NCCC(F)(F)F)C1C(NC(CC1)=O)=O